N-[(1'S,14R)-5,6,19-trifluorospiro[8,12-dioxa-21-azatetracyclo[14.3.1.110,13.02,7]henicosa-1(19),2,4,6,10,13(21),16(20),17-octaene-14,3'-cyclopentane]-1'-yl]ethanesulfonamide FC1=CC=C2C3=C(C=CC(C[C@]4(C[C@H](CC4)NS(=O)(=O)CC)C=4OC=C(COC2=C1F)N4)=C3)F